C(C)(C)C=1C(=NC(=NC1)C1=NC(=CC=C1)C)NC1=CC=NC=C1C(=O)O 4-((5-isopropyl-2-(6-methylpyridin-2-yl)pyrimidin-4-yl)amino)nicotinic acid